glycerol eleostearate C(CCCCCCCC=CC=CC=CCCCC)(=O)OCC(O)CO